CS(=O)(=O)CC1N(CCNC1)C(=O)[O-] 2-((methylsulfonyl)methyl)piperazine-1-carboxylate